COCCOCCOCCOCCOCCOCCOCCOCCOCCOCCOCCOCCOCCOCCOCCOCCOCCOCCOCCOCCOCCOCCOCCOCCC(=O)ON1C(CCC1=O)=O 2,5-dioxopyrrolidin-1-yl 2,5,8,11,14,17,20,23,26,29,32,35,38,41,44,47,50,53,56,59,62,65,68,71-tetracosaoxatetraheptacontan-74-oate